methyl 6-fluoro-5-methylnicotinate FC1=NC=C(C(=O)OC)C=C1C